(4-fluorophenoxy)ethylamine hydrochloride Cl.FC1=CC=C(OCCN)C=C1